SC1=CC=CC=2C3=CC=CC=C3C3=CC=CC=C3C12 mercaptotriphenylene